C(C)(C)C1(CC1)O 1-isopropylcyclopropan-1-ol